O[C@@]1([C@@H](CCC1)NC1=C(C(OC(=C1)C(=O)NC=1SC(=NN1)N1N=CC=C1C)=O)OC)C 4-(((1R,2S)-2-hydroxy-2-methylcyclopentyl)amino)-3-methoxy-N-(5-(5-methyl-1H-pyrazol-1-yl)-1,3,4-thiadiazol-2-yl)-2-oxo-2H-pyran-6-carboxamide